C(C)(=O)O[C@]1(C(N(C1)C)=O)C1=CC(=CC=C1)O (R,S)-3-(3-hydroxyphenyl)-1-methyl-2-oxoazetidin-3-yl acetate